tert-butyl N-(3-fluoro-6-methyl-5,7-dihydro-4H-benzothiophen-6-yl)carbamate FC1=CSC2=C1CCC(C2)(C)NC(OC(C)(C)C)=O